FC1=C(C2=C(NC(N2C)=O)C=C1)C=1CCN(CC1)C(=O)OC(C)(C)C 1-Tert-butyl 4-(5-fluoro-3-methyl-2-oxo-1H-benzimidazol-4-yl)-3,6-dihydro-2H-pyridine-1-carboxylate